tris(chloromethyl)-mesitylene ClCC1=C(C(=C(C(=C1C)CCl)C)CCl)C